C([C@H](O)C)(=O)O |r| (racemic)-lactic acid